CC1=C(N=C(S1)N)C=1C=C2CCN(C2=CC1)S(=O)(=O)C1=C(C=CC=C1)[N+](=O)[O-] 5-methyl-4-(1-((2-nitrophenyl)sulfonyl)indolin-5-yl)thiazol-2-amine